CC1(OC=2C=C(C=CC2C=2C1=NC(=NC2)NC=2C=C(C=NC2)N(C(CN2CCN(CC2)C)=O)C)N2C(CCC2)=O)C N-(5-{[5,5-dimethyl-8-(2-oxopyrrolidin-1-yl)-5H-chromeno[3,4-d]pyrimidin-3-yl]amino}pyridin-3-yl)-N-methyl-2-(4-methylpiperazin-1-yl)acetamide